C1(=CC=CC=C1)N1C2=CC=CC=C2OC=2C=CC=CC12 N-phenyl-phenoxazine